1-(3-chloro-2-fluorobenzyl)-4-((3-fluoro-4-(3-hydroxyoxetan-3-yl)-6-((5-methyl-1H-pyrazol-3-yl)amino)pyridin-2-yl)methyl)piperidine-4-carboxylic acid ClC=1C(=C(CN2CCC(CC2)(C(=O)O)CC2=NC(=CC(=C2F)C2(COC2)O)NC2=NNC(=C2)C)C=CC1)F